ethyl-N-(2-azidoacetyl)-N-phenylglycine C(C)C(N(C1=CC=CC=C1)C(CN=[N+]=[N-])=O)C(=O)O